OCC(NC1(CCC1)C)C1=CC(=C2CNC(C2=C1)=O)C(F)(F)F 6-[2-hydroxy-1-[(1-methylcyclobutyl)amino]ethyl]-4-(trifluoromethyl)isoindolin-1-one